C(#N)C1=CC(=NN(C1=O)CC1=CC=C(C=C1)OC)C1N(CCC1)CC(=O)OC(C)(C)C tert-butyl 2-(2-(5-cyano-1-(4-methoxybenzyl)-6-oxo-1,6-dihydropyridazin-3-yl)pyrrolidin-1-yl)acetate